C1CC1=O ethylenketon